BrC1=C(C=NC(=C1)Br)C(=O)OCC ethyl 4,6-dibromopyridine-3-carboxylate